7-chloro-2H-benzo[e][1,2,4]thiadiazine-1,1-dioxide ClC1=CC2=C(N=CNS2(=O)=O)C=C1